N-(4-(4-((2-(2,6-dioxopiperidin-3-yl)-1,3-dioxoisoindolin-5-yl)glycyl)piperazin-1-yl)phenyl)-N-((1r,4r)-4-(quinazolin-2-ylamino)cyclohexyl)acetamide O=C1NC(CCC1N1C(C2=CC=C(C=C2C1=O)NCC(=O)N1CCN(CC1)C1=CC=C(C=C1)N(C(C)=O)C1CCC(CC1)NC1=NC2=CC=CC=C2C=N1)=O)=O